2-Amino-N-(4-((((s)-4,11-diethyl-4-hydroxy-3,14-dioxo-3,4,12,14-tetrahydro-1H-pyrano[3',4':6,7]indolizino[1,2-b]quinolin-9-yl)oxy)methyl)-3,5-difluorophenyl)-5-ureidopentanamide NC(C(=O)NC1=CC(=C(C(=C1)F)COC1=CC=2C(=C3C(=NC2C=C1)C1=CC2=C(C(N1C3)=O)COC([C@]2(O)CC)=O)CC)F)CCCNC(=O)N